C(C(=C)C)(=O)OC(CSC=1SC(=NN1)SCCCCC)CCCC 2-methacryloxy-n-hexylthio-5-n-pentylthio-1,3,4-thiadiazole